C1(=CC=CC=2[Se]C3=C(C21)C=CC=C3)C3=C(C=CC=C3)C=3C(=CC=CC3)C3=CC=CC=C3 (dibenzoselenophenyl)terbenzene